tert-butyl N-(5-bromo-4-methyl-2-nitro-phenyl)-N-tert-butoxycarbonyl-carbamate BrC=1C(=CC(=C(C1)N(C(OC(C)(C)C)=O)C(=O)OC(C)(C)C)[N+](=O)[O-])C